tert-butyl-3-((6-chloro-3-methylpyridin-2-yl)carbamoyl)-5-methyl-2-azabicyclo[3.1.0]hexane C(C)(C)(C)C12NC(CC2(C1)C)C(NC1=NC(=CC=C1C)Cl)=O